OC=1C=C2CC(N(C2=CC1)C(C)C)=O 5-hydroxy-1-(propan-2-yl)-2,3-dihydro-1H-indol-2-one